(2R)-2-(2-aminoethyl)pyrrolidine-1-carboxylate NCC[C@@H]1N(CCC1)C(=O)[O-]